NC1=NC=2C=CC(=CC2C2=C1C=NN2C2CC2)C(=O)OC methyl 4-amino-1-cyclopropyl-1H-pyrazolo[4,3-c]quinoline-8-carboxylate